1-(2,2,3,3,3-pentafluoropropyl)pyrazolo[3,4-c]pyridin-5-amine FC(CN1N=CC=2C1=CN=C(C2)N)(C(F)(F)F)F